Cl.N[C@H]1CN(CCC1)C(=O)C1=CC2=C(N(C(=N2)C2=CC3=C(N(C(C=C3)=O)C)N2CC)C)C(=C1)OC (R)-2-(5-(3-aminopiperidine-1-carbonyl)-7-methoxy-1-methyl-1H-benzo[d]imidazol-2-yl)-1-ethyl-7-methyl-1,7-dihydro-6H-pyrrolo[2,3-b]pyridin-6-one hydrochloride